1-(2-hydroxyethyl)phosphorane OCC[PH4]